C[N+]=1NN=CC1 N-methyl-triazolium